3-(4-iodophenyl)-5,5-dimethylimidazolidine-2,4-dione IC1=CC=C(C=C1)N1C(NC(C1=O)(C)C)=O